FC(C(=O)O)(F)F.C(#N)C1=C(C=CC(=C1)OCC(=O)O)C1=CC=C(C=C1)C1=N[C@H](C=2N(C3=C1C(=C(S3)C)C)C(=NN2)C)CC(=O)OC ({2-Cyano-4'-[(6S)-6-(2-methoxy-2-oxoethyl)-2,3,9-trimethyl-6H-thieno[3,2-f][1,2,4]triazolo[4,3-a][1,4]diazepin-4-yl][1,1'-biphenyl]-4-yl}oxy)acetic acid trifluoroacetate